CC1(CC[C@H](O1)[C@@]1(CN(CC1)C1(CC1)C=1C=NC(=CC1)C)CCC1=NC=C(C=C1)F)C 2-(2-((S)-3-((S)-5,5-dimethyltetra-hydrofuran-2-yl)-1-(1-(6-methylpyridin-3-yl)cyclopropyl)pyrrolidin-3-yl)ethyl)-5-fluoropyridine